C1=CC=CC=2C3=CC=CC=C3C(C12)COC(=O)NCCN1C(CCCC1)C(=O)O 1-(2-((((9H-fluoren-9-yl)methoxy)carbonyl)amino)ethyl)piperidine-2-carboxylic acid